2-((1-(6-chloro-4-cyano-3-methyl-2-(tetrahydro-2H-pyran-4-yl)quinolin-8-yl)ethyl)amino)benzoic acid ClC=1C=C2C(=C(C(=NC2=C(C1)C(C)NC1=C(C(=O)O)C=CC=C1)C1CCOCC1)C)C#N